tert-butyl (2R,6S)-4-(1-((7-fluoro-[1,2,4]triazolo[1,5-a]pyridin-6-yl)carbamoyl)-2,3-dihydro-1H-pyrrolo[2,3-b]pyridin-4-yl)-2,6-dimethylpiperazine-1-carboxylate FC1=CC=2N(C=C1NC(=O)N1CCC=3C1=NC=CC3N3C[C@H](N([C@H](C3)C)C(=O)OC(C)(C)C)C)N=CN2